(R or S)-N-(1-(1-(2-(Azetidin-1-yl)pyrimidin-5-yl)-2-hydroxyethyl)-1H-pyrazol-4-yl)-6-(3-chloro-6-(difluoromethyl)-2-fluorophenyl)-3-methylpyrazine-2-carboxamide N1(CCC1)C1=NC=C(C=N1)[C@H](CO)N1N=CC(=C1)NC(=O)C1=NC(=CN=C1C)C1=C(C(=CC=C1C(F)F)Cl)F |o1:10|